4-[(3S)-3-(3-chlorophenoxy)-1-piperidinyl]tetrahydropyran-4-carboxylic acid ClC=1C=C(O[C@@H]2CN(CCC2)C2(CCOCC2)C(=O)O)C=CC1